BrC1=CC(=NC=C1)NC1CN(C1)C(=O)OC(C)(C)C tert-butyl 3-((4-bromopyridin-2-yl)amino)azetidine-1-carboxylate